(2S,4R)-1-[(2S)-2-(4-cyclopropyltriazol-1-yl)-3,3-dimethyl-butanoyl]-4-hydroxy-N-[1-[3-(trifluoromethyl)phenyl]cyclopropyl]pyrrolidine-2-carboxamide C1(CC1)C=1N=NN(C1)[C@H](C(=O)N1[C@@H](C[C@H](C1)O)C(=O)NC1(CC1)C1=CC(=CC=C1)C(F)(F)F)C(C)(C)C